3-(difluoromethyl-5,5-difluoro-4-hydroxy-4,5,6,7-tetrahydro-1H-indol-1-yl)-5-fluorobenzonitrile FC(F)C=1N(C=2CCC(C(C2C1)O)(F)F)C=1C=C(C#N)C=C(C1)F